BrC=1C(=NC=NC1OC([2H])([2H])[2H])C1CC1 5-bromo-4-cyclopropyl-6-(2H3)methoxypyrimidine